N1=CC=C(C=C1)C1(CC=CC1)C#N 1-(Pyridin-4-yl)cyclopent-3-ene-1-carbonitrile